CC1(OC(OC1(C)C)C1=C2CCC(C2=CC=C1)OC1=C(C(=C(C(=C1F)F)OC)F)F)C 4,4,5,5-tetramethyl-2-(1-(2,3,5,6-tetrafluoro-4-methoxyphenoxy)-2,3-dihydro-1H-inden-4-yl)-1,3-dioxolane